tert-butyl N-[2-(3-hydroxy-3-methylazetidin-1-yl)ethyl]carbamate OC1(CN(C1)CCNC(OC(C)(C)C)=O)C